C(C)(=O)N[C@H]1[C@H](OC2=CC=C(C=C2)[N+](=O)[O-])O[C@@H]([C@]([C@@H]1OC(C1=CC=CC=C1)=O)(O)S(=O)(=O)O)COCC1=CC=CC=C1 p-Nitrophenyl 2-acetamido-3-O-benzoyl-6-O-benzyl-2-deoxy-4-sulfo-β-D-glucopyranoside